COCCN1N=CC(=C1)C1=NC2=CC=CC=C2C(=C1)C(C)NC(C1=C(C=CC=C1)C)=O N-(1-{2-[1-(2-methoxyethyl)-1H-pyrazol-4-yl]quinolin-4-yl}ethyl)-2-methylbenzamide